5-chloropyridazin-4-ol ClC=1C(=CN=NC1)O